N[C@@H](CO)C1=NC=CC(=C1)NC(=O)[C@@H]1O[C@]([C@H]([C@H]1C1=C(C(=C(C=C1)F)F)OC)C)(C(F)(F)F)C (2R,3S,4S,5R)-N-(2-((R)-1-amino-2-hydroxyethyl)pyridin-4-yl)-3-(3,4-difluoro-2-methyl-Oxyphenyl)-4,5-Dimethyl-5-(trifluoromethyl)tetrahydrofuran-2-carboxamide